BrC=1C=CC(=C(C1)N(S(=O)(=O)C)C)[N+](=O)[O-] N-(5-bromo-2-nitrophenyl)-N-methyl-methanesulfonamide